isobutyl 3-isobutylacrylate C(C(C)C)C=CC(=O)OCC(C)C